ClC1=CC=C(C=C1)C=1C=C(C=CC1)[C@H]1SCC[C@H](NC1=O)CNC (2R,5S)-2-[3-(4-chlorophenyl)phenyl]-5-(methylaminomethyl)-1,4-thiazepan-3-one